methyl (S)-mandelate C([C@@H](O)C1=CC=CC=C1)(=O)OC